(1R,2R)-2-(8-bromo-2,3,4,5-tetrahydro-1H-pyrido[4,3-b]indole-2-carbonyl)-N-((S)-4-oxotetrahydrofuran-3-yl)cyclohexane-1-carboxamide BrC1=CC=2C3=C(NC2C=C1)CCN(C3)C(=O)[C@H]3[C@@H](CCCC3)C(=O)N[C@H]3COCC3=O